FC1=CC2=C(N(C(CO2)=O)CC#C)C=C1N1CN(C(N(C1)C)=S)C 3-[7-fluoro-3-oxo-4-(prop-2-ynyl)-3,4-dihydro-2H-benzo[1,4]Oxazin-6-yl]-1,5-dimethyl-6-thioxo-[1,3,5]Triazinane